5-acetyl-N-[3-fluoro-4-[(7-methoxy-1,5-naphthyridin-4-yl)oxy]phenyl]-1-(furan-2-yl)-6-methyl-2-oxopyridine-3-carboxamide C(C)(=O)C=1C=C(C(N(C1C)C=1OC=CC1)=O)C(=O)NC1=CC(=C(C=C1)OC1=CC=NC2=CC(=CN=C12)OC)F